3-(4-(5-amino-6-(3-(4-((methylamino)methyl)phenyl)isoxazol-5-yl)pyrazin-2-yl)phenylsulfonyl)butan-1-ol NC=1N=CC(=NC1C1=CC(=NO1)C1=CC=C(C=C1)CNC)C1=CC=C(C=C1)S(=O)(=O)C(CCO)C